1,3,5,7-tetrakis(2-aminoethoxy)adamantane NCCOC12CC3(CC(CC(C1)(C3)OCCN)(C2)OCCN)OCCN